N-(4-(4-amino-2,7-dimethyl-7H-pyrrolo[2,3-d]pyrimidin-5-yl)-3-methylphenyl)-2-hydroxy-2-(o-tolyl)acetamide NC=1C2=C(N=C(N1)C)N(C=C2C2=C(C=C(C=C2)NC(C(C2=C(C=CC=C2)C)O)=O)C)C